ClC1=CC=C(C=C1)C#CCNC(=O)[C@H]1N(C[C@@H](C1)O)C(C(C(C)(C)C)NC(OC(C)(C)C)=O)=O Tert-butyl (1-((2S,4R)-2-((3-(4-chlorophenyl)prop-2-yn-1-yl)carbamoyl)-4-hydroxypyrrolidin-1-yl)-3,3-dimethyl-1-oxobutan-2-yl)carbamate